C1(C(C(C(C(C1OS(=O)(=O)O)OS(=O)(=O)O)OS(=O)(=O)O)OS(=O)(=O)O)OS(=O)(=O)O)OS(=O)(=O)O myo-inositol hexakissulfate